C(C)(C)(C)N(CC(=O)OCC1=CC2=C(N=C(N=C2)NC2=NC=C(C=C2)N2CCN(CC2)C)C(=N1)C1=CCCCC1)C(=O)C=1N2C(C3=CC=CC=C3C1O)=NC=N2 [8-(cyclohexen-1-yl)-2-[[5-(4-methylpiperazin-1-yl)pyridin-2-yl]amino]pyrido[3,4-d]pyrimidin-6-yl]methanol tert-butyl-(6-hydroxy-[1,2,4]triazolo[5,1-a]isoquinoline-5-carbonyl)glycinate